C(C)(C)(C)OC(=O)N1[C@H](C[C@@H](C1)OC=1C=NN(C1Br)C)C.C1(=CC=C(C=C1)N(C1=CC=C(C=CC2=CC=C(C=C2)C=CC2=CC=C(C=C2)N(C2=CC=C(C=C2)C)C2=CC=C(C=C2)C)C=C1)C1=CC=C(C=C1)C)C 1,4-bis[4-(di-p-tolylamino)styryl]benzene tert-butyl-(2S,4S)-4-((5-bromo-1-methyl-1H-pyrazol-4-yl)oxy)-2-methylpyrrolidine-1-carboxylate